C(CCCCCCCCCCCCCC=CCCCCCCCC)(=O)OCCCCCCCCCCCCCCCCCCCCCCCCCCCCCC(CC)C 30-methyldotriacontyl tetracos-15-enoate